ClC1=CC=C(CN2C[C@@H](CCC2)C2=CC=NC=3N2N=C(C3CN[C@@H](C)C3=CC=CC=C3)C)C=C1 (S)-N-((7-((R)-1-(4-chlorobenzyl)piperidin-3-yl)-2-methylpyrazolo[1,5-a]pyrimidin-3-yl)methyl)-1-phenylethane-1-amine